CC1([C@H]2CN([C@@H]([C@@H]12)C(=O)O)C(=O)C1=NC2=CC=CC=C2C=C1)C (1R,2S,5S)-6,6-dimethyl-3-(quinoline-2-carbonyl)-3-azabicyclo[3.1.0]hexane-2-carboxylic acid